O=C1NC(CCC1NC1=CC=C(C=C1)CN1CCN(CC1)C(CCCCCCCNC(=O)C=1C=NN2C1N=C(C=C2)N2[C@H](CCC2)C2=C(C=CC(=C2)F)F)=O)=O |r| N-[8-[4-[[4-[(2,6-dioxo-3-piperidyl)amino]phenyl]methyl]piperazin-1-yl]-8-oxo-octyl]-5-[rac-(2R)-2-(2,5-difluorophenyl)pyrrolidin-1-yl]pyrazolo[1,5-a]pyrimidine-3-carboxamide